COCC(CC(=O)OC)OC methyl 3-methoxymethyl-3-methoxypropionate